2-{[(5-chloropyridin-2-yl)methyl]carbamoyl}piperidine-1-carboxylate ClC=1C=CC(=NC1)CNC(=O)C1N(CCCC1)C(=O)[O-]